Cl.NC1CCN(CC1)CCN1C(=C(C2=CC=C(C(=C12)C=1C(=NN(C1C)C)C)Cl)CCCOC1=CC=CC2=CC=CC=C12)C(=O)OC(C)(C)C Tert-butyl 1-[2-(4-aminopiperidin-1-yl)ethyl]-6-chloro-3-[3-(naphthalen-1-yloxy)propyl]-7-(1,3,5-trimethyl-1H-pyrazol-4-yl)-1H-indole-2-carboxylate hydrochloride